C(C)(C)(C)OC(=O)[C@H]1N[C@@H]([C@@]([C@@H]1C1=C(C(=CC=C1)Cl)F)(C#N)C1=C(C=C(C=C1)Cl)F)CC(C)(C)C (2S,3R,4S,5R)-3-(3-chloro-2-fluoro-phenyl)-4-(4-Chloro-2-fluoro-phenyl)-4-cyano-5-(2,2-dimethylpropyl)pyrrolidine-2-carboxylic acid tert-butyl ester